tetrahydro-2H-1,2,4-thiadiazine-1,1-dioxide S1(NCNCC1)(=O)=O